P(O)(=O)(OP(=O)(O)O)OC[C@@H]1[C@]([C@H]([C@@H](O1)N1C=[N+](C=2C(=O)NC(N)=NC12)C[2H])O)(O)OC 7-deuteromethyl-3'-methoxyguanosine-5'-diphosphate